OC(CN\N=C\C(=O)OCC)C (E)-ethyl 2-(2-(2-hydroxypropyl)hydrazono)acetate